N-(3-(5-(2-cyclopropyl-4-(methylsulfanyl)pyrimidin-5-yl)-1H-pyrazolo[3,4-b]pyridine-3-carbonyl)-2,6-difluorophenyl)propane-1-sulfonamide C1(CC1)C1=NC=C(C(=N1)SC)C=1C=C2C(=NC1)NN=C2C(=O)C=2C(=C(C(=CC2)F)NS(=O)(=O)CCC)F